C(C1=CC=CC=C1)(C1=CC=CC=C1)C=1C=C(C=C(C1)C(=O)NN)C(=O)NN 5-benzhydryl-1,3-benzenedihydrazide